2-[(3S)-3-amino-1,3-dihydrospiro[indene-2,4'-piperidine]-1'-yl]-5-[(2,3-dichlorophenyl)sulfanyl]-3,4-dihydropyrimidin-4-one N[C@@H]1C2=CC=CC=C2CC12CCN(CC2)C2=NC=C(C(N2)=O)SC2=C(C(=CC=C2)Cl)Cl